6-(2-(m-tolyl)pyridin-3-yl)quinazolin-4(3H)-one C1(=CC(=CC=C1)C1=NC=CC=C1C=1C=C2C(NC=NC2=CC1)=O)C